O=C1CN(CCN1)C1=NC(=NC(=C1)NCC1=CC=C(C=C1)NS(=O)(=O)CCC)NC=1SC(=C(N1)C)C(=O)OCC 2-[[4-[3-Oxo-1-piperazinyl]-6-[[(4-(propylsulfonylamino)phenyl)methyl]amino]-2-pyrimidinyl]amino]-4-methyl-5-thiazolecarboxylic acid, ethyl ester